ETHYLIDENEDIPHOSPHONIC ACID C(C)(P(O)(O)=O)P(O)(O)=O